C(C(C)C)(=O)OC(C1=CC=CC=C1)C α-methylbenzyl isobutyrate